6-(2-fluoropyridin-4-yl)-1-(3-morpholinopropyl)-1H-indazol-4-amine FC1=NC=CC(=C1)C=1C=C(C=2C=NN(C2C1)CCCN1CCOCC1)N